9-((4-phenyl-5-((4-(trifluoromethoxy)benzyl)thio)-4H-1,2,4-triazol-3-yl)methyl)-9H-carbazole C1(=CC=CC=C1)N1C(=NN=C1SCC1=CC=C(C=C1)OC(F)(F)F)CN1C2=CC=CC=C2C=2C=CC=CC12